2-bromo-1-phenyl-ethanone BrCC(=O)C1=CC=CC=C1